C(C)O[C@@H]1CN(CCC1=O)C(=O)OC(C)(C)C |r| (±)-tert-butyl 3-ethoxy-4-oxopiperidine-1-carboxylate